1-N-(5-cyclopropyl-1H-pyrazol-3-yl)-2-[1-(2-methyl-1,3-thiazol-4-yl)-1H-pyrazol-4-yl]acetamide C1(CC1)C1=CC(=NN1)NC(CC=1C=NN(C1)C=1N=C(SC1)C)=O